titanium dibutanol C(CCC)O.C(CCC)O.[Ti]